C(#N)CC=1C=C(C(=O)OC)C=C(C1)C(F)(F)F methyl 3-(cyanomethyl)-5-(trifluoromethyl)benzoate